tert-butyl N-[[4-[[(5-amino-6H-thieno[3,2-b]azepine-7-carbonyl)-propyl-amino]methyl]-3-(trifluoromethyl)phenyl]methyl]carbamate NC=1CC(=CC2=C(N1)C=CS2)C(=O)N(CCC)CC2=C(C=C(C=C2)CNC(OC(C)(C)C)=O)C(F)(F)F